COC=1C=C(C(=O)NS(=O)(=O)C)C=CC1[N+](=O)[O-] 3-methoxy-N-(methanesulfonyl)-4-nitrobenzamide